[C@H]12COC[C@@H]2C1NCC1=CC(=C2CN(C(C2=C1)=O)C1=CC(=CC=C1)C1(CC(C1)OC)C1=NN=CN1C)C(F)(F)F 6-(((1R,5S,6r)-3-oxabicyclo[3.1.0]hexan-6-ylamino)methyl)-2-(3-((1r,3R)-3-methoxy-1-(4-methyl-4H-1,2,4-triazol-3-yl)cyclobutyl)phenyl)-4-(trifluoromethyl)isoindolin-1-one